5-(4-((2-(3-ethylureido)thiazol-5-yl)methyl)piperazin-1-yl)-N-methylpicolinamide C(C)NC(NC=1SC(=CN1)CN1CCN(CC1)C=1C=CC(=NC1)C(=O)NC)=O